5-(hydroxymethyl)-N-methyl-pyridine-2-carboxamide OCC=1C=CC(=NC1)C(=O)NC